C(C)(C)(C)C1=CC=2C=3C=C(C4=C(C3NC2C=C1)SC1=C4C=CC=C1)C(C)(C)C 3,6-di-tert-butyl-12H-benzo[4,5]thieno[2,3-a]carbazole